FC1=NC(=CC=C1N1CCN(CC1)CC=1C=CC=2C=3C(C(NC2C1)=O)=NOC3)C(NC)=O 7-((4-(2-fluoro-6-(methylcarbamoyl)pyridin-3-yl)piperazin-1-yl)methyl)isoxazolo[3,4-c]quinolin-4(5H)-one